[Na].P(=O)(O)(O)CCCC phosphonobutane sodium